OC1=CC2=C(C(/C(/O2)=C/C2=CC=CC=3N(C4=CC=CC=C4C23)CC)=O)C=C1 (Z)-6-hydroxy-2-(9-ethyl-9H-carbazol-4-ylmethylene)benzofuran-3(2H)-one